[4,8-Bis(3,5-dimethylphenyl)-2-methyl-1,5,6,7-tetrahydro-s-indacen-1-yl]chlorodimethylsilane CC=1C=C(C=C(C1)C)C1=C2C=C(C(C2=C(C=2CCCC12)C1=CC(=CC(=C1)C)C)[Si](C)(C)Cl)C